5-(2-bromoacetyl)-4-methylisobenzofuran-1(3H)-one BrCC(=O)C=1C(=C2COC(C2=CC1)=O)C